C(C1=CC=CC=C1)O[C@H](COCCCS(=O)(=O)O)C.C(C1=CC=CC=C1)O[C@H](COCCOCCOC1OCCCC1)C 2-[2-[2-[(2S)-2-benzyloxypropoxy]ethoxy]ethoxy]tetrahydropyran 2-[(2S)-2-benzyloxypropoxy]ethyl-methanesulfonate